4-(2-(2,2-difluoroethyl)-2,8-diazaspiro[4.5]decan-8-yl)-5-methoxy-2-(5-methyl-1H-pyrazol-4-yl)pyrido[3,4-d]pyrimidine FC(CN1CC2(CC1)CCN(CC2)C=2C1=C(N=C(N2)C=2C=NNC2C)C=NC=C1OC)F